C1(CCCC1)CC1=CC=C(C=C1)C=1NC=2N(C(C1)=O)N=C(C2C(=O)N2[C@@H]([C@@H](C2)CF)C)C2=NC=CN=C2C 5-(4-(cyclopentylmethyl)phenyl)-3-((2R,3R)-3-(fluoromethyl)-2-methylazetidine-1-carbonyl)-2-(3-methylpyrazin-2-yl)pyrazolo[1,5-a]pyrimidin-7(4H)-one